(4-bromophenyl)-1,3,4-oxadiazole BrC1=CC=C(C=C1)C=1OC=NN1